C(=O)(OC(C)(C)C)N1CCN(CC1)N1CC2=CC=CC(=C2CC1)C(CC(=O)O)C1=C(C2=C(N(N=N2)C)C=C1)C 3-[2-(4-Boc-piperazin-1-yl)-1,2,3,4-tetrahydroisoquinolin-5-yl]-3-(1,4-dimethylbenzotriazol-5-yl)propanoic acid